C(C1CC(=O)NC(=O)N1)(=O)O.C1(CC1)C1=CN=C(C2=CC=CC(=C12)S(=O)(=O)N1C(CN(CCC1)C(=O)OC(C)(C)C)C)OC 4-cyclopropyl-1-methoxy-5-((N-tert-butoxycarbonyl-2-methyl-1,4-diazacycloheptan-1-yl)sulfonyl)isoquinoline Dihydroorotat